Ethyl 2-cyano-3-(4-((2,4-dimethoxyphenyl)amino)-2-((2-methoxyphenyl)amino)pyrimidin-5-yl)-3-oxopropanoate C(#N)C(C(=O)OCC)C(=O)C=1C(=NC(=NC1)NC1=C(C=CC=C1)OC)NC1=C(C=C(C=C1)OC)OC